COC(C(CC)CC)=O 2-2-ethylbutanoic acid methyl ester